N-(dodecyloxy-2-hydroxypropyl)-dimethyl-hydroxyethyl-ammonium chloride [Cl-].C(CCCCCCCCCCC)OCC(C[N+](CCO)(C)C)O